methyl 5-bromo-1-[2-(tert-butoxycarbonylamino)-2-(7-oxabicyclo[2.2.1]heptan-1-yl)ethyl]-3,3-difluoro-2,4-dihydrothieno[3,4-b]pyridine-7-carboxylate BrC=1SC(=C2N(CC(CC21)(F)F)CC(C21CCC(CC2)O1)NC(=O)OC(C)(C)C)C(=O)OC